2-[[1-(3,6-dimethyl-2-morpholino-4-oxo-quinazolin-8-yl)-2,2-difluoro-ethyl]amino]-5-fluoro-benzoic acid CN1C(=NC2=C(C=C(C=C2C1=O)C)C(C(F)F)NC1=C(C(=O)O)C=C(C=C1)F)N1CCOCC1